CC1=C(N(N=C1C)C)/C(=C(\\C#N)/C2=CC=C(C=C2)C(C)(C)C)/OC(=O)C(C)(C)C The molecule is a member of the class of pyrazoles that is ethene in which the hydrogens at position 1 have been replaced by p-tert-butylphenyl and cyano groups, while the hydrogens at position 2 have been replaced by pivaloyloxy and 1,3,4-trimethylpyrazol-5-yl groups (the E isomer). A proacaricide (by hydrolysis of the pivalate ester linkage to give the corresponding enol), it was formerly used for the control of mites in fruit, vegetables and tea. It has a role as a proacaricide and an agrochemical. It is a nitrile, a pivalate ester and a member of pyrazoles.